(1R,4R,7R)-2-{2-[1-(cyclopropylmethyl)-6-(2-methylquinolin-5-yl)-1H-indol-2-yl]-7-methoxy-1-methyl-1H-1,3-benzodiazole-5-carbonyl}-2-azabicyclo[2.2.1]heptan-7-amine C1(CC1)CN1C(=CC2=CC=C(C=C12)C1=C2C=CC(=NC2=CC=C1)C)C1=NC2=C(N1C)C(=CC(=C2)C(=O)N2[C@@H]1CC[C@H](C2)[C@H]1N)OC